O1C(=COC=C1)C=O trans-dioxinal